C(C)OC(C1=CC=C(C=C1)N(C)C)=O ethyl-4-(dimethyl-amino)benzoate